C(CCCCCCCCCCCCCCCCC)NCC=1OC=CC1 N-octadecylfuranmethylamine